O1CC(=CC1)C=1C=C2C3=NN(C4=CC=C(OCCCNC(OCC(C1)=C2)=O)C=C34)C3OCCCC3 4-(2,5-dihydrofuran-3-yl)-19-(oxan-2-yl)-8,14-dioxa-10,19,20-triazatetracyclo[13.5.2.12,6.018,21]tricosa-1(20),2,4,6(23),15,17,21-heptaen-9-one